C(CCCC=C)C1C2(NCC(N2)=O)CCC1 (±)-6-(5-hexenyl)-1,4-diazaspiro[4.4]nonan-2-one